methyl N2-((S)-2-((((3-chlorobenzyl) oxy) carbonyl) amino)-3-cyclohexylpropanoyl)-N5-methylglutaminate ClC=1C=C(COC(=O)N[C@H](C(=O)N[C@@H](CCC(NC)=O)C(=O)OC)CC2CCCCC2)C=CC1